15-chloro-21-fluoro-16-methoxy-18,18-dioxo-11-oxa-18λ6-thia-19-azatetracyclo[18.3.1.113,17.02,7]pentacosa-1(23),2(7),3,5,13,15,17(25),20(24),21-nonaen-12-one ClC=1C=C2C(OCCCC=3C=CC=CC3C3=CC=C(C(NS(C(C1OC)=C2)(=O)=O)=C3)F)=O